(R)-5-chloro-2-(4-((2,2-dimethyltetrahydro-2H-pyran-4-yl)amino)pyrido[3,4-d]pyridazin-1-yl)phenol ClC=1C=CC(=C(C1)O)C1=C2C(=C(N=N1)N[C@H]1CC(OCC1)(C)C)C=NC=C2